N,N'-BIS(acryl)cystamine C(=O)(C=C)NCCSSCCNC(=O)C=C